C(C=C)(=O)N1[C@@H](CN(C[C@@H]1C)C1CCN(CC1)C=1C=2N(C=C(C1)C=1C=NN(C1)C)N=CC2C#N)C 4-(4-((3R,5S)-4-propenoyl-3,5-dimethylpiperazin-1-yl)piperidin-1-yl)-6-(1-methyl-1H-pyrazol-4-yl)pyrazolo[1,5-a]pyridine-3-carbonitrile